1-nitro-2-(4-(trifluoromethyl)phenoxy)benzene [N+](=O)([O-])C1=C(C=CC=C1)OC1=CC=C(C=C1)C(F)(F)F